1,2,3,4,5,6,7,8-octahydro-2-naphthalenyl methyl ketone CC(=O)C1CC=2CCCCC2CC1